NC=1C=C(C(=S)N(C)C)C=CC1 3-amino-N,N-dimethylthiobenzamide